C(C(=C)C)(=O)OCCC[Si](OC)(OC)CC 3-methacryloyloxypropylethyldimethoxysilane